2-fluoro-N-((R)-1-((R)-4-(4-fluorophenyl)-2-methyl-2,8-diazaspiro[4.5]decan-8-yl)-3-methyl-1-oxobutan-2-yl)-5-(trifluoromethyl)benzamide FC1=C(C(=O)N[C@@H](C(=O)N2CCC3([C@H](CN(C3)C)C3=CC=C(C=C3)F)CC2)C(C)C)C=C(C=C1)C(F)(F)F